(S)-4-amino-N-(6-bromo-2,3-dihydrobenzofuran-3-yl)-7-fluoro-N-methylimidazo[1,5-a]quinoxaline-8-carboxamide NC=1C=2N(C3=CC(=C(C=C3N1)F)C(=O)N(C)[C@@H]1COC3=C1C=CC(=C3)Br)C=NC2